Cl.C(C1=CC=CC=C1)OC(NCCCCC(C(C(=O)N)O)NC(=O)[C@H]1NC[C@H](C1)N1N=NC=C1C(C)(C)O)=O (7-amino-6-hydroxy-5-((2S,4S)-4-(5-(2-hydroxyprop-2-yl)-1H-1,2,3-triazol-1-yl)pyrrolidine-2-carboxamido)-7-oxoheptyl)carbamic acid benzyl ester hydrochloride